4-(2-(2,6-dioxopiperidin-3-yl)-1-oxoisoindoline-5-yl)-3,6-dihydropyridine O=C1NC(CCC1N1C(C2=CC=C(C=C2C1)C=1CC=NCC1)=O)=O